ClC1=C(C=C2C(=N1)C=C(N2COCC[Si](C)(C)C)CC2C1(C(N(C2)C)=O)NC(C2=CC(=CC(=C21)OC)F)=O)F ((5-chloro-6-fluoro-1-((2-(trimethylsilyl)ethoxy)methyl)-1H-pyrrolo[3,2-b]pyridin-2-yl)methyl)-5-fluoro-7-methoxy-1'-methylspiro[isoindoline-1,3'-pyrrolidine]-2',3-dione